N-(2-(2-(2-((1-((3,4,5-trihydroxy-6-methoxytetrahydro-2H-pyran-2-yl)methyl)-1H-1,2,3-triazol-4-yl)methoxy)ethoxy)ethoxy)ethyl)acrylamide OC1C(OC(C(C1O)O)OC)CN1N=NC(=C1)COCCOCCOCCNC(C=C)=O